(7-((1S,2S)-2-(2-chloro-6-fluorophenyl)-4,4-dimethylcyclohexane-1-carbonyl)-2,7-diazaspiro[3.5]nonan-2-yl)prop-2-en-1-one ClC1=C(C(=CC=C1)F)[C@@H]1[C@H](CCC(C1)(C)C)C(=O)N1CCC2(CN(C2)C(C=C)=O)CC1